1-(chloromethyl)-3-methyl-benzene ClCC1=CC(=CC=C1)C